C(C=C)(=O)NC1=CC=C(C=C1)N1N=CC=2C1=NC(=NC2NC(=O)C=2SC(=CC2)[N+](=O)[O-])C2=CC=C(C=C2)F N-(1-(4-acrylamidophenyl)-6-(4-fluorophenyl)-1H-pyrazolo[3,4-d]pyrimidin-4-yl)-5-nitrothiophene-2-carboxamide